C1(CC1)NC1(CCN(CC1)C(=O)OC(C)(C)C)C tert-butyl 4-(cyclopropylamino)-4-methylpiperidine-1-carboxylate